Cl.CC1(CCC(CC1)C=1C=C(C(=O)N2CCN(CC2)C(=O)C2=CC(=CC(=C2)N2CCNCC2)F)C=CC1O[C@@H]1CNCC1)C (S)-(4-(3-(4,4-Dimethylcyclohexyl)-4-(pyrrolidin-3-yloxy)benzoyl)piperazin-1-yl)(3-fluoro-5-(piperazin-1-yl)phenyl)methanone hydrochloride